O(S(=O)(=O)C(F)(F)F)C1=CCCC2=CC(=CC=C12)OC 6-methoxy-3,4-dihydronaphthalen-1-yl triflate